N1=C(C=CC=C1)C1=C(OC(=C1)[N+](=O)[O-])C(=O)N (pyridin-2-yl)-5-nitrofuran-2-carboxamide